C(C(=O)O)(=O)O.C(C)N(C1=CC=C(C=C1)N)CC N,N-diethyl-1,4-phenylenediamine oxalate